1-(cyclobutylmethyl)-6-nitro-4-((1-(pyrimidin-2-yl)ethyl)amino)quinolin-2(1H)-one C1(CCC1)CN1C(C=C(C2=CC(=CC=C12)[N+](=O)[O-])NC(C)C1=NC=CC=N1)=O